FC1=CC(=C(C=C1)NC1=C(C(=O)OCC)C=CC(=C1)C(F)(F)F)OCCOC ethyl 2-((4-fluoro-2-(2-methoxy-ethoxy)phenyl)amino)-4-(trifluoro-methyl)-benzoate